(mesitylene-2,4,6-triyl)-tri-p-cresol C1(=C(C(=C(C(=C1C1=CC(=CC=C1O)C)C)C1=CC(=CC=C1O)C)C)C1=CC(=CC=C1O)C)C